(3,4-difluorobenzyl)-3-hydroxy-1-(4-(pyridin-4-yl)phenyl)pyrrolidin-2-one FC=1C=C(CC2(C(N(CC2)C2=CC=C(C=C2)C2=CC=NC=C2)=O)O)C=CC1F